RUTHENIUM-TITANIUM OXIDE [O-2].[Ti+4].[Ru+3]